C(C)(C)(C)[Si](C)(C)OCCC1=NOC(=C1)N1C=C(C2=CC=C(C(=C12)Cl)Cl)C=1C=NN(C1)C1OCCCC1 tert-butyl-[2-[5-[6,7-dichloro-3-(1-tetrahydropyran-2-ylpyrazol-4-yl)indol-1-yl]isoxazol-3-yl]ethoxy]-dimethyl-silane